O=C1NC(CCC1N1C(C2=CC=C(C=C2C1)N1CCN(CC1)CCCC1CCN(CC1)C1=CC=C(OC=2C3=C(SC2C2=CC=C(C=C2)B(O)O)C=C(C=C3)O)C=C1)=O)=O (4-(3-(4-(4-(3-(4-(2-(2,6-dioxopiperidin-3-yl)-1-oxoisoindolin-5-yl)piperazin-1-yl)propyl)piperidin-1-yl)phenoxy)-6-hydroxybenzo[b]thiophen-2-yl)phenyl)boronic acid